2-(2-((4-bromophenyl)thio)-6-fluorophenyl)-1,3-dioxolane BrC1=CC=C(C=C1)SC1=C(C(=CC=C1)F)C1OCCO1